3,4-Bis(diphenylphosphino)-2,5-dimethylthiophene C1(=CC=CC=C1)P(C1=C(SC(=C1P(C1=CC=CC=C1)C1=CC=CC=C1)C)C)C1=CC=CC=C1